N-isobutyryl-2'-deoxyguanosine C(C(C)C)(=O)NC=1NC(C=2N=CN([C@H]3C[C@H](O)[C@@H](CO)O3)C2N1)=O